COC1=C(CN2CC3(CN(C3)C3=C4CCNC(C4=CC=C3)C)CC2)C(=CC(=C1)C1=CN(C(C(=C1C)C)=O)C)OC 5-(6-(2,6-dimethoxy-4-(1,4,5-trimethyl-6-oxo-1,6-dihydropyridin-3-yl)benzyl)-2,6-diazaspiro[3.4]octan-2-yl)-1-methyl-1,2,3,4-tetrahydroisoquinoline